OCC=1C=C(C=C(C1)CO)C(C(=O)O)CCCCCC\C=C/C\C=C/CCCCC 3,5-bis(hydroxymethyl)phenyl-(9z,12z)-octadeca-9,12-dienoic acid